ClC=1C=C(C=CC1)C1=CNC=2N=CN=C(C21)N2CCC(CC2)C2=CC=CC=C2 5-(3-chlorophenyl)-4-(4-phenylpiperidin-1-yl)-7H-pyrrolo[2,3-d]pyrimidine